CC1=C(C(=C(C1([Hf]C=1CC=2C=CC3=C(C2C1C(C)CC)C=CC=C3)C)C)C)C pentamethylcyclopentadienyl(1-sec-butyl-benz[e]indenyl)hafnium